2,4-dimethylphenyl isonitrile CC1=C(C=CC(=C1)C)[N+]#[C-]